N-(3-(difluoromethyl)-4-fluorophenyl)-N'-hydroxy-4-((2-(2-carbonylimidazol-1-yl)ethyl)amino)-1,2,5-oxadiazole-3-carboxamidine FC(C=1C=C(C=CC1F)NC(=NO)C1=NON=C1NCCN1C(NC=C1)=C=O)F